2-amino-N-(1-(4-((1-methyl-1H-pyrazol-4-yl)ethynyl)-5-oxo-6-phenyl-5,6-dihydro-1,6-naphthyridin-7-yl)ethyl)pyrazolo[1,5-a]pyrimidine-3-carboxamide NC1=NN2C(N=CC=C2)=C1C(=O)NC(C)C=1N(C(C=2C(=CC=NC2C1)C#CC=1C=NN(C1)C)=O)C1=CC=CC=C1